(9R)-9,10-difluoro-N-(4-((4-hydroxybenzyl)amino)phenyl)decanamide F[C@H](CCCCCCCC(=O)NC1=CC=C(C=C1)NCC1=CC=C(C=C1)O)CF